C(C)(C)(C)OC(=O)NCC1=C(OCCCCNC=2SC3=C(N2)C=CC(=C3)C=3C=C(C=NC3)N(C(OC(C)C)=O)C)C=C(C=C1)C1=C(N=CS1)C isopropyl (5-(2-((4-(2-(((tert-butoxycarbonyl)amino)methyl)-5-(4-methylthiazol-5-yl)phenoxy)butyl)amino)benzo[d]thiazol-6-yl)pyridin-3-yl)(methyl)carbamate